tri(trimethylsilyl)phosphite C[Si](C)(C)OP(O[Si](C)(C)C)O[Si](C)(C)C